N-({7-[5-(6-cyano-1-oxo-2,3-dihydro-1H-isoindol-2-yl)-1-methyl-1H-pyrazol-4-yl]-4-oxo-3,4-dihydro-phthalazin-1-yl}methyl)carbamic acid tert-butyl ester C(C)(C)(C)OC(NCC1=NNC(C2=CC=C(C=C12)C=1C=NN(C1N1C(C2=CC(=CC=C2C1)C#N)=O)C)=O)=O